4-(1-{[2-fluoro-6-(4-trifluoromethylbenzyl)pyrrolo[1,2-a]pyrimidine-4-carbonyl]amino}cyclopropyl)benzoic acid FC1=NC=2N(C(=C1)C(=O)NC1(CC1)C1=CC=C(C(=O)O)C=C1)C(=CC2)CC2=CC=C(C=C2)C(F)(F)F